COC[C@H](C)N1C(=CC2=C1N=C(N=C2)NC=2C(=NN(C2)[C@@H](COC)C)OC2COC2)C#N 7-((S)-1-methoxypropan-2-yl)-2-((1-((R)-1-methoxypropan-2-yl)-3-(oxetan-3-yloxy)-1H-pyrazol-4-yl)amino)-7H-pyrrolo[2,3-d]pyrimidine-6-carbonitrile